2-(4-(benzo[d]thiazol-2-ylmethyl)piperazin-1-yl)-4-(oxetan-3-ylmethoxy)benzonitrile S1C(=NC2=C1C=CC=C2)CN2CCN(CC2)C2=C(C#N)C=CC(=C2)OCC2COC2